CN1C=NC2=C1CC[C@H]2NC(=O)C2=CC=NN2 N-[(4R)-1-methyl-1H,4H,5H,6H-cyclopenta[d]imidazol-4-yl]-1H-pyrazole-5-carboxamide